1-((1-(benzyloxy)cyclopropyl)difluoromethyl)-3-bromo-2-fluorobenzene C(C1=CC=CC=C1)OC1(CC1)C(C1=C(C(=CC=C1)Br)F)(F)F